2-((3,5-dimethoxybenzyl)amino)-6-fluorobenzamide COC=1C=C(CNC2=C(C(=O)N)C(=CC=C2)F)C=C(C1)OC